(R)-N-((1-(4-(trifluoromethyl)phenyl)-2,3-dihydro-1H-pyrido[2,3-b][1,4]oxazin-3-yl)methyl)acrylamide FC(C1=CC=C(C=C1)N1C2=C(O[C@@H](C1)CNC(C=C)=O)N=CC=C2)(F)F